NC1=CN=C(N(C1=O)CC(=O)O)C1=CC=C(C=C1)O[C@H]1[C@@H]2[C@H](OC1)[C@@H](CO2)OC 2-(5-amino-2-(4-(((3r,3ar,6r,6ar)-6-methoxyhexahydrofuro[3,2-b]furan-3-yl)oxy)phenyl)-6-oxopyrimidin-1(6H)-yl)acetic acid